FC1=C(C(=C(C(=C1[B-](C1=C(C(=C(C(=C1F)F)F)F)F)(C1=C(C(=C(C(=C1F)F)F)F)F)C1=C(C(=C(C(=C1F)F)F)F)F)F)F)F)F.OC1=CC=C(C[S+](C)C2=CC=CC=C2)C=C1 p-hydroxyphenyl-benzyl-methylsulfonium tetra(pentafluorophenyl)borate